N-(3-(1H-imidazol-1-yl)propyl)-3-(trimethoxysilyl)-N-(3-(trimethoxysilyl)propyl)propan-1-amine N1(C=NC=C1)CCCN(CCC[Si](OC)(OC)OC)CCC[Si](OC)(OC)OC